C([C@H](CCC)O)O (2S)-pentane-1,2-diol